2-((5-Amino-4-((2-(dimethylamino)ethyl)(methyl)amino)-2-methoxyphenyl)amino)-4-((4-(difluoromethyl)bicyclo[2.2.2]octan-1-yl)amino)pyrimidine-5-carbonitrile NC=1C(=CC(=C(C1)NC1=NC=C(C(=N1)NC12CCC(CC1)(CC2)C(F)F)C#N)OC)N(C)CCN(C)C